C(C)(C)(C)OC(=O)[C@@H]1NCCN(C1)C=1N=CC2=C(N1)CCN(C2)C(=O)OC(C)(C)C (2R)-4-{6-[(tert-butoxy)carbonyl]-5h,6h,7h,8h-pyrido[4,3-d]pyrimidin-2-yl}piperazine-2-carboxylic acid tert-butyl ester